tetra-nitrogen furan O1C=CC=C1.[N].[N].[N].[N]